C(C1=CC=CC=C1)OC=1C(C=CN2N3C(C4=C(CC\C=C/CN(C(C21)=O)C3)C=CC=C4)C4=NC=CC=C4)=O (Z)-4-(benzyloxy)-16-(pyridin-2-yl)-7,10,11,16-tetrahydro-6,17-methanobenzo[k]pyrido[1,2-b][1,2,5]triazacyclotridecine-3,5-dione